FC1=C(N)C=CC(=C1COC=1C=C2C(=NC1)N(N=C2CCF)COCC[Si](C)(C)C)F 2,4-difluoro-3-([[3-(2-fluoroethyl)-1-[[2-(trimethylsilyl)ethoxy]methyl]pyrazolo[3,4-b]pyridin-5-yl]oxy]methyl)aniline